N1=C(C=CC=C1)CP(CC1=NC=CC=C1)CC1=NC=CC=C1 tri(2-pyridylmethyl)phosphine